[C@H]12COC[C@@H]2C1NC(=O)C1=CC(=NN1[C@@H](C)C1=C(C=CC=C1)OC)C(=O)NC N5-((1R,5S,6r)-3-Oxabicyclo[3.1.0]hexan-6-yl)-1-((S)-1-(2-methoxyphenyl)ethyl)-N3-methyl-1H-pyrazole-3,5-dicarboxamide